N[C@H](C)C=1C=C(C=C2C(C(=C(OC12)N1CCC(CC1)(C)C)C)=O)C 8-[(1R)-1-aminoethyl]-2-(4,4-dimethyl-1-piperidyl)-3,6-dimethyl-chromen-4-one